NC1CN(CC1)C=1C=C2CCN(CC2=CC1)C1=CNC2=CC=C(C=C12)F 6-(3-aminopyrrolidin-1-yl)-N-(5-fluoro-1H-indol-3-yl)-3,4-dihydroisoquinoline